[5-(1-amino-4-methylphthalazin-6-yl)-2-(2-ethoxy-2-oxoethyl)phenyl]Boric acid NC1=NN=C(C2=CC(=CC=C12)C=1C=CC(=C(C1)OB(O)O)CC(=O)OCC)C